N(N)CC(COC(C1=CC=CC=C1)=O)(C)C benzoic acid (3-hydrazino-2,2-dimethyl-propyl) ester